FC(C=1C(=C(C=CC1)[C@@H](C)NC=1C2=C(N=C(N1)C)NC(C(=C2)C(=O)NC)=O)F)F |r| (±)-4-((1-(3-(difluoromethyl)-2-fluorophenyl)ethyl)amino)-N,2-dimethyl-7-oxo-7,8-dihydropyrido[2,3-d]pyrimidine-6-carboxamide